ClC1=C(C=C(C=C1)F)CC(=O)NC1=CC(=C(C=C1)COC1=NN(C=C1)C(F)F)S(N)(=O)=O 2-(2-Chloro-5-fluorophenyl)-N-(4-(((1-(difluoromethyl)-1H-pyrazol-3-yl)oxy)methyl)-3-Sulfamoylphenyl)acetamide